tert-butyl (1S,4S)-5-[4-[3-chloro-2-fluoro-4-(2-oxabicyclo[2.1.1]hexan-1-ylmethoxy)anilino]pyrido[3,2-d]pyrimidin-6-yl]-2,5-diazabicyclo[2.2.1]heptane-2-carboxylate ClC=1C(=C(NC=2C3=C(N=CN2)C=CC(=N3)N3[C@@H]2CN([C@H](C3)C2)C(=O)OC(C)(C)C)C=CC1OCC12OCC(C1)C2)F